ClC1=C(C(=CC=C1Cl)O)[C@H]1CC(N(C1)C=1C=NC(=CC1)OC)=S |r| rac-4-(2,3-dichloro-6-hydroxyphenyl)-1-(6-methoxypyridin-3-yl)pyrrolidine-2-thione